FC(C=1N=CC2=C(C(C=3C=NC4=CC=C(C=C4C32)NC3=NC=C(C=C3)C(F)(F)F)=O)N1)(F)F 9-(trifluoromethyl)-2-((5-(trifluoromethyl)pyridin-2-yl)amino)-7H-pyrimido[5',4':3,4]cyclopenta[1,2-c]quinolin-7-one